OC1=CC=C(C=N1)S(=O)(=O)N(CC1=CC=C(C=C1)OC)CC1=CC=C(C=C1)OC 6-hydroxy-N,N-bis[(4-methoxyphenyl)methyl]pyridine-3-sulfonamide